FC1(C(C(S([N-]S1(=O)=O)(=O)=O)(F)F)(F)F)F.[IH2+] iodonium hexafluoro-1,3,2-dithiazinan-2-ide 1,1,3,3-tetraoxide